COC1=CC=C(C=C1)C=1N=NN(C1)CCCC1=CC=CC=C1 4-(4-methoxyphenyl)-1-(3-phenylpropyl)-1H-1,2,3-triazole